5-(4-Hydroxypiperidin-1-yl)-N-(6-methylpyridin-2-yl)-2-morpholinooxazolo[4,5-b]pyridine-6-carboxamide OC1CCN(CC1)C1=C(C=C2C(=N1)N=C(O2)N2CCOCC2)C(=O)NC2=NC(=CC=C2)C